silver-cerium-silicon [Si].[Ce].[Ag]